3-((5-(1-(3,3-difluoropropyl)-1H-benzo[d][1,2,3]triazol-6-yl)-6-fluoro-4-methoxypyrrolo[2,1-f][1,2,4]triazin-2-yl)amino)-2,2-dimethylpropanenitrile FC(CCN1N=NC2=C1C=C(C=C2)C=2C(=CN1N=C(N=C(C12)OC)NCC(C#N)(C)C)F)F